C1(CC1)C(C)N1N=C(C=C1)[C@]12CN(C[C@@H]2[C@H]1C1=NOC(C1)(C)C)C=O 5-(1-cyclopropylethyl-1H-pyrazol-3-yl)[(1R,5S,6r)-6-(5,5-dimethyl-4,5-dihydro-1,2-oxazol-3-yl)-3-azabicyclo[3.1.0]hex-3-yl]methanone